5-bromo-6-fluoro-4-(8-fluoro-2-(((2R,7aS)-2-fluorohexahydro-1H-pyrrolizin-7a-yl)methoxy)-4-(6-(hydroxymethyl)-1,4-oxazepan-4-yl)pyrido[4,3-d]pyrimidin-7-yl)naphthalen-2-ol BrC1=C2C(=CC(=CC2=CC=C1F)O)C1=C(C=2N=C(N=C(C2C=N1)N1CCOCC(C1)CO)OC[C@]12CCCN2C[C@@H](C1)F)F